2-bromo-6-fluoro-3-(methylthio)benzoic acid ethyl ester C(C)OC(C1=C(C(=CC=C1F)SC)Br)=O